CN(C1=CC=C(S1)\C=C/1\C(=NOC1=O)C1=CC=CC=C1)C (Z)-4-((5-(dimethylamino)thiophen-2-yl)methylene)-3-phenylisoxazol-5(4H)-one